C1(CC1)NCCC1=CC=C(CN2C(=C(C3=CC(=CC=C23)O)F)C2=CC=C(C=C2)OC)C=C1 1-(4-(2-(Cyclopropylamino)ethyl)benzyl)-3-fluoro-2-(4-methoxyphenyl)-1H-indol-5-ol